(1R,2S)-N1-(6-(2-chloro-3-ethoxy-6-fluorophenyl)quinazolin-2-yl)cyclopentane-1,2-diamine ClC1=C(C(=CC=C1OCC)F)C=1C=C2C=NC(=NC2=CC1)N[C@H]1[C@H](CCC1)N